1-({4-[(trifluoromethyl)oxy]phenyl}methyl)-4-piperidone FC(OC1=CC=C(C=C1)CN1CCC(CC1)=O)(F)F